4-[2-[([4-[3-(2-[imidazo[1,2-b]pyridazin-3-yl]ethynyl)-4-methylbenzamido]-2-(trifluoromethyl)phenyl]methyl) amino]ethyl]piperazine-1-carboxylate N=1C=C(N2N=CC=CC21)C#CC=2C=C(C(=O)NC1=CC(=C(C=C1)CNCCN1CCN(CC1)C(=O)[O-])C(F)(F)F)C=CC2C